4-chloro-3-fluoro-5-methoxy-pyridine ClC1=C(C=NC=C1OC)F